isothiazolo[5,4-b]pyridine S1N=CC=2C1=NC=CC2